9-Morpholino-10-(trifluoromethyl)pyrido[2,3-b]phenazin-5,12-dion O1CCN(CC1)C1=CC=C2N=C3C(C4=C(C(C3=NC2=C1C(F)(F)F)=O)N=CC=C4)=O